tert-butyl (1-(4-methyl-3-((1-(7-methylquinolin-5-yl)cyclopropyl)carbamoyl)phenoxy)propan-2-yl)carbamate CC1=C(C=C(OCC(C)NC(OC(C)(C)C)=O)C=C1)C(NC1(CC1)C1=C2C=CC=NC2=CC(=C1)C)=O